(2S,4S)-2-((R)-2-(2-hydroxy-4-methylphenyl)-4,5-dihydrothiazol-4-yl)-3-methylthiazolidine-4-carboxylic acid OC1=C(C=CC(=C1)C)C=1SC[C@@H](N1)[C@@H]1SC[C@@H](N1C)C(=O)O